O=C1N(CC2=CC=3CCNCC3C=C21)C2C(NC(CC2)=O)=O 3-(3-oxo-1,3,5,6,7,8-hexahydro-2H-pyrrolo[3,4-g]isoquinolin-2-yl)piperidine-2,6-dione